C1(CCCCC1)CS(=O)(=O)NC1=NOC2=C1C(=CC(=C2)CN2N=C(C=C2)CNC(CC)=O)OC N-((1-((3-((cyclohexylmethyl)sulfonamido)-4-methoxybenzo[d]isoxazol-6-yl)methyl)-1H-pyrazol-3-yl)methyl)propionamide